1-(2,6-dioxo-3-piperidyl)-3-methyl-indol O=C1NC(CCC1N1C=C(C2=CC=CC=C12)C)=O